C1=CC=CC=2C3=CC=CC=C3N(C12)C=1C=C(C=C(C1)N1CCCC2=CC=CC=C12)O 3-(9H-carbazol-9-yl)-5-(3,4-dihydroquinolin-1(2H)-yl)phenol